(3S)-1-[2-[2,6-difluoro-4-[3-[1-[5-(methoxymethyl)pyrimidin-2-yl]-4-piperidyl]propoxy]phenyl]acetyl]-N-[(2S,3R,4R,5R)-2,3,4,5,6-pentahydroxyhexyl]pyrrolidine-3-carboxamide FC1=C(C(=CC(=C1)OCCCC1CCN(CC1)C1=NC=C(C=N1)COC)F)CC(=O)N1C[C@H](CC1)C(=O)NC[C@@H]([C@H]([C@@H]([C@@H](CO)O)O)O)O